C1(=CC=CC=2C3=CC=CC=C3CC12)COC(=O)N([C@@H](C(C1=CC=CC=C1)C1=CC=CC=C1)C(=O)O)C(=O)OCC1C2=CC=CC=C2C2=CC=CC=C12 fluorenylmethoxycarbonyl-(Fmoc)-diphenylalanine